OCCC(C)[NH3+] (hydroxymethyl)propan-2-aminium